O[C@H](CC=O)C1=C(C=CC=C1)C(F)(F)F (R)-3-hydroxy-3-(2-trifluoromethylphenyl)-propanal